BrC=1C(=C(C=CC1)NC(=O)C=1N(C2=C(CN(CC2)C(=O)OC(C)(C)C)N1)CC)C tert-butyl 2-((3-bromo-2-methylphenyl) carbamoyl)-1-ethyl-1,4,6,7-tetrahydro-5H-imidazo[4,5-c]pyridine-5-carboxylate